4-[2-(4-chlorophenyl)cyclopropane-1-carbonyl]-10,10-dimethyl-9-oxo-1-oxa-4-azaspiro[5.5]undec-7-ene-8-carbonitrile ClC1=CC=C(C=C1)C1C(C1)C(=O)N1CCOC2(C1)C=C(C(C(C2)(C)C)=O)C#N